C1(=CC=CC=C1)C1=C(C(NC2=CC=CC=C12)=O)C(\C=C\C1=NC=CC=C1)=O 4-phenyl-3-[(2E)-3-(pyridin-2-yl)prop-2-enoyl]-1,2-dihydroquinolin-2-one